COC=1C=CC=C2C(=CC(=NC12)C(F)(F)F)OC1CCN(CC1)C(=O)OC(C)(C)C tert-butyl 4-((8-methoxy-2-(trifluoromethyl)quinolin-4-yl)oxy)piperidine-1-carboxylate